2-(6-(((1R,3s,5S)-9-azabicyclo[3.3.1]nonan-3-yl)oxy)pyridazin-3-yl)-5-(1H-pyrazol-4-yl)phenol [C@H]12CC(C[C@H](CCC1)N2)OC2=CC=C(N=N2)C2=C(C=C(C=C2)C=2C=NNC2)O